[1-({3-[(5-chloropyridin-2-yl)amino]pyridin-2-yl}amino)-1-oxopropan-2-yl]carbamic acid tert-butyl ester C(C)(C)(C)OC(NC(C(=O)NC1=NC=CC=C1NC1=NC=C(C=C1)Cl)C)=O